N=1C(=CN2C1COCC2)C=2C=C(C=CC2NC2=NC=C(C=C2)C(F)(F)F)S(=O)(=O)N(C)CC2=CC=C(C=C2)OC 3-(6,8-dihydro-5H-imidazo[2,1-c][1,4]oxazine-2-yl)-N-(4-methoxybenzyl)-N-methyl-4-((5-(trifluoromethyl)pyridin-2-yl)amino)benzenesulfonamide